ClC1=C(C=CC(=C1)C(F)(F)F)NC(CN1C=2N(C(C(=C1CC)N1CCNCC1)=O)N=C(N2)C2=CCCCO2)=O N-(2-chloro-4-(trifluoromethyl)phenyl)-2-(2-(3,4-dihydro-2H-pyran-6-yl)-5-ethyl-7-oxo-6-(piperazin-1-yl)-[1,2,4]triazolo[1,5-a]pyrimidin-4(7H)-yl)acetamide